(1R,3S,5R)-2-(2-(3-acetyl-5-(5,6-dimethylpyrazin-2-yl)-7-methyl-1H-indol-1-yl)acetyl)-5-methyl-N-(3-methyl-6-(trifluoromethyl)pyridin-2-yl)-2-azabicyclo[3.1.0]hexane-3-carboxamide C(C)(=O)C1=CN(C2=C(C=C(C=C12)C1=NC(=C(N=C1)C)C)C)CC(=O)N1[C@@H]2C[C@@]2(C[C@H]1C(=O)NC1=NC(=CC=C1C)C(F)(F)F)C